C1CC12CC(C2)NC(=O)NC(C)C2=CC(=CC=C2)C(F)(F)F 1-Spiro[2.3]hex-5-yl-3-[1-(3-trifluoromethyl-phenyl)-ethyl]-urea